The molecule is an Mo-molybdopterin cofactor in which the coordinated molybdenum species is MoO2. It is a conjugate acid of a MoO2-molybdopterin cofactor(2-). C([C@@H]1C(=C([C@H]2[C@@H](O1)NC3=C(N2)C(=O)NC(=N3)N)[S-])[S-])OP(=O)(O)O.O=[Mo+2]=O